1,6-diazaspiro[3.4]octane-1-carboxylic acid N1(CCC12CNCC2)C(=O)O